N-(1-(bicyclo[2.2.2]octan-1-ylmethyl)azetidin-3-yl)-1-cyclopropyl-1H-1,2,3-triazole-4-carboxamide C12(CCC(CC1)CC2)CN2CC(C2)NC(=O)C=2N=NN(C2)C2CC2